C(#N)C(C)(C)C1=CC(=NC=C1)C(=O)NC1=C(C(=CC(=C1)C=1C=NC2=CC(=NC=C2C1)N(C)CC1=CC=C(C=C1)OC)F)F 4-(2-cyanoprop-2-yl)-N-(2,3-difluoro-5-(7-((4-methoxybenzyl)(methyl)amino)-1,6-naphthyridin-3-yl)phenyl)picolinamide